1,1,2,2-tetrafluoro-1-iodo-propane FC(C(C)(F)F)(I)F